CN[C@H]1CN(CC1)C1=NC(=NC2=C1OCC(N2)C(F)(F)F)N 4-((R)-3-(Methylamino)pyrrolidin-1-yl)-7-(trifluoromethyl)-7,8-dihydro-6H-pyrimido[5,4-b][1,4]oxazin-2-amine